C1(CC1)C=1C=CC(=C(C1)C1=CC(=NC=C1)N)OC 4-(5-cyclopropyl-2-methoxyphenyl)pyridin-2-amine